C(#N)C=1C(=CC(=C(C(=O)OC)C1)NC1=C(C=C(C=C1)F)C)C(F)(F)F methyl 5-cyano-2-((4-fluoro-2-methylphenyl)amino)-4-(trifluorometh-yl)benzoate